COC1=CC(=NC=C1OC)C=1C=C(C=CC1)C=1CB(OC1)O 4-(3-(4,5-dimethoxypyridin-2-yl)phenyl)-1,2-oxaborol-2-ol